3-(5-((4-(6-((6-acetyl-8-cyclopentyl-5-methyl-7-oxo-7,8-dihydropyrido[2,3-d]pyrimidin-2-yl)amino)pyridin-3-yl)piperazin-1-yl)methyl)-6-fluoro-1-oxoisoindolin-2-yl)piperidine-2,6-dione C(C)(=O)C1=C(C2=C(N=C(N=C2)NC2=CC=C(C=N2)N2CCN(CC2)CC=2C=C3CN(C(C3=CC2F)=O)C2C(NC(CC2)=O)=O)N(C1=O)C1CCCC1)C